COC=1C=CC(=C(C1)C1=CC2=C(N=C(N=C2)S(=O)(=O)C)N2C1=NN=C2)C 6-(5-methoxy-2-methylphenyl)-2-(methylsulfonyl)-[1,2,4]triazolo[4',3':1,6]pyrido[2,3-d]pyrimidine